tert-butyl N-[[4-[[2-(tert-butoxycarbonylamino)-5-(5-chloro-2-thienyl)phenyl]carbamoyl]phenyl]-methyl-oxo-sulfanylidene]carbamate C(C)(C)(C)OC(=O)NC1=C(C=C(C=C1)C=1SC(=CC1)Cl)NC(=O)C1=CC=C(C=C1)S(=NC(OC(C)(C)C)=O)(=O)C